3-Fluoro-N-methyl-5-(1-(4-oxo-7-(5-(trifluoromethyl)-1H-pyrazol-4-yl)quinazolin-3(4H)-yl)ethyl)benzamide FC=1C=C(C(=O)NC)C=C(C1)C(C)N1C=NC2=CC(=CC=C2C1=O)C=1C=NNC1C(F)(F)F